Diphenyl-Piperidine C1(=CC=CC=C1)C1(CCNCC1)C1=CC=CC=C1